tert-Butyl 4-(2'-(methylthio)-3,4,5',8'-tetrahydro-2H,6'H-spiro[naphthalene-1,7'-quinazolin]-4'-yl)piperazine-1-carboxylate CSC1=NC=2CC3(CCC2C(=N1)N1CCN(CC1)C(=O)OC(C)(C)C)CCCC1=CC=CC=C13